C(C)(C)(C)OC(=O)N1C[C@@H](NCC1)C (3S)-1-(tert-Butoxycarbonyl)-3-methylpiperazine